NC1=CC=C(C=C1)N1CCC(CC1)CN1CCC(CC1)C(=O)OC(C)(C)C tert-butyl 1-((1-(4-aminophenyl)piperidin-4-yl)methyl)piperidine-4-carboxylate